FC(C1=CC=C(C=C1)B([O-])[O-])(F)F 4-(trifluoromethyl)phenylboronate